C[C@H]([C@@H](C(=O)O)NC(=O)[C@H](C)N)O The molecule is a dipeptide formed from L-alanyl and L-threonine residues. It has a role as a metabolite. It is a tautomer of an Ala-Thr zwitterion.